1-((4-((5-(1,6-dimethyl-1H-pyrazolo[3,4-b]pyridin-4-yl)-3-methyl-4,5,6,7-tetrahydro-1H-pyrazolo[4,3-c]pyridin-1-yl)methyl)bicyclo[2.2.2]oct-1-yl)amino)-2-methylpropan-2-ol CN1N=CC=2C1=NC(=CC2N2CC1=C(CC2)N(N=C1C)CC12CCC(CC1)(CC2)NCC(C)(O)C)C